N-(3-(2-(dimethylamino)-2-oxoethyl)phenyl)-4-fluoro-7-methyl-1H-indole CN(C(CC=1C=C(C=CC1)N1C=CC2=C(C=CC(=C12)C)F)=O)C